FC1=C(C(=CC=C1)C)N1CCC(CC1)N1C(N(C=2C(C1)=CN(N2)CCO)CC2=C(C=CC=C2)C(F)(F)F)=O 5-[1-(2-fluoro-6-methyl-phenyl)-piperidin-4-yl]-2-(2-hydroxy-ethyl)-7-(2-trifluoromethyl-benzyl)-2,4,5,7-tetrahydro-pyrazolo[3,4-d]pyrimidin-6-one